ethyl 4-carbonyl-1,4,5,6-tetrahydrocyclopenta[c]pyrazole-3-carboxylate C(=O)=C1CCC=2NN=C(C21)C(=O)OCC